6-((4-(((2R,3R,4R,5S)-3,4-dihydroxy-5-((6-(trifluoromethyl)pyrazin-2-yl)amino)tetrahydro-2H-pyran-2-yl)methyl)piperazin-1-yl)methyl)pyridazine-3-carboxamide O[C@H]1[C@H](OC[C@@H]([C@H]1O)NC1=NC(=CN=C1)C(F)(F)F)CN1CCN(CC1)CC1=CC=C(N=N1)C(=O)N